[W].[Ti].[Ni].[Cu].C(C)(CC)C=1OC2=CC=CC(=C2C(C1)=O)O 2-sec-butyl-5-hydroxychromone copper-nickel-titanium-tungsten